4-(Formylmethoxy)-3-benzenesulfonyl-1,2,5-oxadiazol-2-oxide C(=O)COC=1C(=[N+](ON1)[O-])S(=O)(=O)C1=CC=CC=C1